1-(2-methoxyethyl)-1H-indol-5-amine COCCN1C=CC2=CC(=CC=C12)N